F[B-](F)(F)F.C1(=CC=CC=C1)SC1=CC=CC=C1 diphenylsulfide tetrafluoroborate